[5-3H]-glucose O=C[C@H](O)[C@@H](O)[C@H](O)[C@](O)(CO)[3H]